C1(=CC(=CC=C1)C1=NC(=NC=C1Cl)N[C@@H]1CC[C@H](CC1)C(=O)OC)C1=CC=CC=C1 methyl trans-4-((4-([1,1'-biphenyl]-3-yl)-5-chloropyrimidin-2-yl)amino)cyclohexane-1-carboxylate